methyl 4-isocyanatobenzoate N(=C=O)C1=CC=C(C(=O)OC)C=C1